C(#N)C=1C=C2C(=CC=NC2=CC1)NCCC=1C=C2C=CC(=CC2=CC1)C(=O)N1CCN(CC1)C(CCCCCCCCNC(CCCCCNC1=C2C(N(C(C2=CC=C1)=O)C1C(NC(CC1)=O)=O)=O)=O)=O N-[9-[4-[6-[2-[(6-cyano-4-quinolyl)amino]ethyl]naphthalene-2-carbonyl]piperazin-1-yl]-9-oxo-nonyl]-6-[[2-(2,6-dioxo-3-piperidyl)-1,3-dioxo-isoindolin-4-yl]amino]hexanamide